N-(1,3-benzodioxol-5-yl)-N-methyl-3-(3-methyl-4,5,6,7-tetrahydroindazol-1-yl)benzamide O1COC2=C1C=CC(=C2)N(C(C2=CC(=CC=C2)N2N=C(C=1CCCCC21)C)=O)C